C(C1=CC=CC=C1)N1CC(C1)(C)NC1=C(C(=C(C(=C1)F)S(=O)(=O)N(C(OC(C)(C)C)=O)C=1N=CSC1)F)Br tert-butyl ((4-((1-benzyl-3-methylazetidin-3-yl)amino)-3-bromo-2,6-difluorophenyl)sulfonyl)-(thiazol-4-yl)carbamate